(1-fluoro-3-methoxy-naphthalen-2-yl)-1-(tetrahydro-2H-pyran-2-yl)-1H-pyrazole FC1=C(C(=CC2=CC=CC=C12)OC)C1=NN(C=C1)C1OCCCC1